FC1=CC=C(C=C1)NC(SC)=C1C(CN(N(C1=O)C(=O)OC(C)(C)C)C=1C=NC(=CC1)C(F)(F)F)=O tert-butyl (5EZ)-5-(((4-fluorophenyl)amino) (methylthio)methylene)-4,6-dioxo-2-[6-(trifluoromethyl)pyridin-3-yl]-tetrahydropyridazine-1(2H)-carboxylate